ClC=1N(C=CN1)CC1=CC=C(C=C1)C1=C(SC(=C1)CC(C)C)S(=O)(=O)NC(OCC1(COC1)C)=O 3-methyloxetane-3-ylmethyl (3-(4-((2-chloro-1H-imidazol-1-yl)methyl)phenyl)-5-isobutylthiophen-2-yl)sulfonylcarbamate